N-{4-[(5-Chloro-thiophen-2-ylmethyl)-(methyl)amino]-2-methylphenyl}-3-cyclohexylpropionamide ClC1=CC=C(S1)CN(C1=CC(=C(C=C1)NC(CCC1CCCCC1)=O)C)C